(R)-7-(5-chloro-2-((1-methyl-1h-pyrazole-5-yl)amino)pyridine-4-yl)-2-((3-(hydroxymethyl)pyridin-2-yl)methyl)-3-(methoxymethyl)-3,4-dihydropyrrolo[1,2-a]pyrazine-1(2H)-one ClC=1C(=CC(=NC1)NC1=CC=NN1C)C=1C=C2N(C[C@@H](N(C2=O)CC2=NC=CC=C2CO)COC)C1